FC(CCCOP(OCCCC(C(C(F)(F)F)(F)F)(F)F)OCCCC(C(C(F)(F)F)(F)F)(F)F)(C(C(F)(F)F)(F)F)F Tris(4,4,5,5,6,6,6-heptafluorohexyl)phosphite